(2R,4R)-N-[2-[(4,4-difluorocyclohexyl)amino]-2-oxo-1-(3-pyridyl)ethyl]-4-hydroxy-4-methyl-N-[4-(pentafluoro-λ6-sulfanyl)phenyl]pyrrolidine-2-carboxamide FC1(CCC(CC1)NC(C(C=1C=NC=CC1)N(C(=O)[C@@H]1NC[C@](C1)(C)O)C1=CC=C(C=C1)S(F)(F)(F)(F)F)=O)F